BrCCCCCCCCCCCC=C 13-Bromo-1-tridecene